BrC=1C=C(N2N=CN(C(C21)=O)CC(=O)O)C2CCC2 2-(5-bromo-7-cyclobutyl-4-oxo-pyrrolo[2,1-f][1,2,4]triazin-3-yl)acetic acid